methyl ((S)-N-(tert-butoxycarbonyl)-4-methyl-2-(((R)-5-oxopentan-2-yl)oxy)phenylsulfonimidoyl)-L-prolinate C(C)(C)(C)OC(=O)N=[S@@](=O)(C1=C(C=C(C=C1)C)O[C@H](C)CCC=O)N1[C@@H](CCC1)C(=O)OC